((2-(((S)-1-((S)-2-((4-chlorophenyl)(cyclohexyl)carbamoyl)pyrrolidin-1-yl)-3,3-dimethyl-1-oxobutan-2-yl)carbamoyl)-1H-indol-5-yl)difluoromethyl)phosphonic acid ClC1=CC=C(C=C1)N(C(=O)[C@H]1N(CCC1)C([C@H](C(C)(C)C)NC(=O)C=1NC2=CC=C(C=C2C1)C(F)(F)P(O)(O)=O)=O)C1CCCCC1